4-((tetrahydro-2H-pyran-2-yl)oxy)cyclohexane-1-carboxylic acid O1C(CCCC1)OC1CCC(CC1)C(=O)O